ClC1=CC(=C(C=C1)C1=NN2C(CN(C(C2)C)C(=O)OC(C)(C)C)=C1C1=CC=NC=C1)F tert-butyl 2-(4-chloro-2-fluorophenyl)-6-methyl-3-(pyridin-4-yl)-6,7-dihydropyrazolo[1,5-a]pyrazine-5(4H)-carboxylate